N1=CC=C(C=C1)CNC(=O)NC1=CC=C(C=C1)S(=O)(=O)C1=CC(=CC=C1)OC(F)(F)F 1-Pyridin-4-ylmethyl-3-[4-(3-trifluoromethoxy-benzenesulfonyl)-phenyl]-urea